6,6-dibenzyl-1,4,8,11-tetraoxa-cyclotetradecane C(C1=CC=CC=C1)C1(COCCOCCCOCCOC1)CC1=CC=CC=C1